C(CCCCC(=O)O)(=O)O.C(COCCOCCOCCO)O tetraethyleneglycol adipate